C(C)N(CCN(C)C)C1=C(C=C(C=C1[N+](=O)[O-])[N+](=O)[O-])F N1-ethyl-N1-(2-fluoro-4,6-dinitrophenyl)-N2,N2-dimethylethane-1,2-diamine